6-((4-(((1s,4s)-4-aminocyclohexyl)amino)-5-trifluoromethylpyrimidin-2-yl)amino)-2-methylisoquinolin-1(2H)-one NC1CCC(CC1)NC1=NC(=NC=C1C(F)(F)F)NC=1C=C2C=CN(C(C2=CC1)=O)C